C1(CC1)S(=O)(=O)C1(CC1)COC1=CC=CC2=C1N(C(OC2=O)=O)C 8-((1-(cyclopropylsulfonyl)cyclopropyl)methoxy)-1-methyl-2H-benzo[d][1,3]oxazine-2,4(1H)-dione